2-(2,6-difluoro-4-morpholinophenyl)acetaldehyde FC1=C(C(=CC(=C1)N1CCOCC1)F)CC=O